3-cyano-4,6-dimethyl-2-hydroxypyridine C(#N)C=1C(=NC(=CC1C)C)O